CSCC[C@H](CCCC)NC(CC)=O N-((S)-1-(methylthio)hept-3-yl)propanamide